2,3-dimethyl-2-cyclopentene-1-one CC=1C(CCC1C)=O